NC1=CC=C(C(=N1)C(=O)N[C@@H]1[C@H](CCC1)COC1=NC=C(C=C1)F)N1N=CC=N1 6-amino-N-((1S,2S)-2-(((5-fluoropyridin-2-yl)oxy)methyl)cyclopentyl)-3-(2H-1,2,3-triazol-2-yl)picolinamide